C(C)(C)(C)OC(COC=1C=C2C(N(C(C2=CC1)=O)C1C(NC(CC1)=O)=O)=O)=O.C(CC)C1=NOC(=N1)C1CCNCC1 4-(3-propyl-1,2,4-oxadiazol-5-yl)piperidine tert-butyl-2-((2-(2,6-dioxopiperidin-3-yl)-1,3-dioxoisoindolin-5-yl)oxy)acetate